3-(2,3-dimethylphenyl)-5,7-di-tert-butyl-benzofuran CC1=C(C=CC=C1C)C1=COC2=C1C=C(C=C2C(C)(C)C)C(C)(C)C